C(CCCCCCCC)C1=CC=C(C=C1)C=1C(=C2C(C(=O)OC2=O)=CC1)C#C 4-nonylphenyl-ethynyl-phthalic anhydride